FC1=CC=C(C=C1)C(C=CC1=CC(=C(C=C1)O)OC)=O 1-(4-Fluorophenyl)-3-(4-hydroxy-3-methoxyphenyl)prop-2-en-1-one